tert-butyl (R)-9-bromo-10-nitro-12-oxo-1,2,4,4a,5,6-hexahydro-3H,12H-benzo[b]pyrazino[1,2-e][1,5]oxazocine-3-carboxylate BrC=1C(=CC2=C(OCC[C@H]3N(C2=O)CCN(C3)C(=O)OC(C)(C)C)C1)[N+](=O)[O-]